5-hexylundec-4-enoic acid C(CCCCC)C(=CCCC(=O)O)CCCCCC